C(C)O.C(C)O.[Mn] manganese diethanol